ClC=1C(=CC2=C(C[C@](O2)(C2=CC=CC=C2)CN[C@@H]2C[C@H](C2)C(F)F)C1C1=C(C(=O)N)C=CC(=C1F)OCCO)F 2-((2S,4S)-5-chloro-2-((((trans)-3-(difluoromethyl)cyclobutyl)amino)methyl)-6-fluoro-2-phenyl-2,3-dihydrobenzofuran-4-yl)-3-fluoro-4-(2-hydroxyethoxy)benzamide